BrC1=CC=C(C=C1)C1=CC/2=C(N=C3N(\C2=N\C2=CC=C(C=C2)F)CCCC3)O1 (E)-2-(4-bromophenyl)-N-(4-fluorophenyl)-6,7,8,9-tetrahydro-4H-furo[2,3-d]pyrido[1,2-a]pyrimidine-4-imine